trans-3-[(2-chlorobenzyl)oxy]cyclobutane-1-carboxylic acid ClC1=C(CO[C@@H]2C[C@H](C2)C(=O)O)C=CC=C1